monoisodecyl ether C(CCCCCCC(C)C)OCCCCCCCC(C)C